C(OC1=C(C=C(C=C1)C1(CCOCC1)C)S(=O)(=O)NC(=O)C1=NC2=CC=CC(=C2C=C1)C1=NC=CC=C1)([2H])([2H])[2H] N-((2-(methoxy-d3)-5-(4-methyltetrahydro-2H-pyran-4-yl)phenyl)sulfonyl)-5-(pyridin-2-yl)quinoline-2-carboxamide